C(C)N1N=CC(=C1)C1=NC2=CC=CC=C2C(=C1)C1(CC1)NC(C1=C(C=CC(=C1)N1CCNCC1)C)=O N-(1-(2-(1-ethyl-1H-pyrazol-4-yl)quinolin-4-yl)cyclopropyl)-2-methyl-5-(piperazin-1-yl)benzamide